3,5-dinitrobenzyl δ-aminohexanoate NC(CCCC(=O)OCC1=CC(=CC(=C1)[N+](=O)[O-])[N+](=O)[O-])C